N1=CC=C(C=C1)C=1SC2=C(C1)C=CC=C2C2=CC=NC=C2 2,7-bis(pyridin-4-yl)[1]Benzothiophene